C(C)=C1C2C3CC4OC4(CC3C(C1)C2)C 10-ethylidene-4-methyl-5-oxatetracyclo[7.2.1.02,8.04,6]dodecane